CN1C=2N(C3=C(C=C(C=C3C1=O)C)C=C)C=NC2C(=O)[O-] 4,7-dimethyl-5-oxo-9-vinyl-imidazo[1,5-a]quinazoline-3-carboxylate